1,1'-bis(2,4-dinitrophenyl)-4,4'-bipyridinium dichloride [Cl-].[Cl-].[N+](=O)([O-])C1=C(C=CC(=C1)[N+](=O)[O-])[N+]1=CC=C(C=C1)C1=CC=[N+](C=C1)C1=C(C=C(C=C1)[N+](=O)[O-])[N+](=O)[O-]